BrC=1C=CC2=C(NC(=N2)NC(C2=CC=CC=C2)=O)C1 N-(6-bromo-1H-benzimidazol-2-yl)benzamide